FC1(CC1)F (S)-2,2-difluorocyclopropane